BrC=1C=C2C=3C=CC=CC3N(C2=CC1)C1=CC=CC=C1 6-bromo-9-phenyl-9H-carbazole